2-(7-methyl-9H-carbazol-2-yl)acetic acid CC1=CC=C2C=3C=CC(=CC3NC2=C1)CC(=O)O